BrC1=CC(=CC=2NC(C(OC21)C(C)C)=O)C(=O)NC 8-bromo-2-isopropyl-N-methyl-3-oxo-3,4-dihydro-2H-1,4-benzoxazine-6-carboxamide